5-(azetidin-1-yl)-7-phenylpyrazolo[1,5-a]pyrimidine-2-carboxylic acid N1(CCC1)C1=NC=2N(C(=C1)C1=CC=CC=C1)N=C(C2)C(=O)O